NCCCCN(CCCCN)CC N1-(4-aminobutyl)-N1-ethylbutan-1,4-diamine